C(C1=CC=CC=C1)OC1=C(C=C(C(=C1)CC)Br)OC 1-(benzyloxy)-4-bromo-5-ethyl-2-methoxybenzene